6,8,9-Trimethylphenanthridine CC=1N=C2C=CC=CC2=C2C=C(C(=CC12)C)C